ClC1=CC(=C(N)C=C1)S(=O)(=O)C(F)(F)F 4-chloro-2-((trifluoromethyl)sulfonyl)aniline